4-(3,6-di-tert-butyl-9H-carbazol-1-yl)naphthalen-2-amine C(C)(C)(C)C=1C=C(C=2NC3=CC=C(C=C3C2C1)C(C)(C)C)C1=CC(=CC2=CC=CC=C12)N